2-[2-(2-{5'-fluoro-1',3-dimethyl-1H,1'H-[4,6'-biindazol]-1-yl}acetamido)acetamido]acetic acid FC=1C=C2C=NN(C2=CC1C=1C=2C(=NN(C2C=CC1)CC(=O)NCC(=O)NCC(=O)O)C)C